COC(=O)C1CCN(CC1)C(C1=C(C=C(C=C1)Br)Cl)=O 1-(4-bromo-2-chlorobenzoyl)piperidine-4-carboxylic acid methyl ester